C(C)(C)(C)OC(NC1CCN(CC1)C1=NC=CC=N1)=O pyrimidin-2-ylpiperidin-4-carbamic acid tert-butyl ester